4-fluoro-2-methoxy-N-(naphthalen-1-ylmethyl)-5-nitroaniline FC1=CC(=C(NCC2=CC=CC3=CC=CC=C23)C=C1[N+](=O)[O-])OC